Ethyl α-bromoisobutyrat BrC(C(=O)OCC)(C)C